NCCCCN(CC1=NC=C(C=C1C)C)C[C@H]1CN(CCN1)CC[C@@H](C1=CC=CC=C1)NC(=O)C1CCC(CC1)(F)F N-((S)-3-((R)-3-(((4-aminobutyl)((3,5-dimethylpyridin-2-yl)methyl)amino)methyl)piperazin-1-yl)-1-phenylpropyl)-4,4-difluorocyclohexane-1-carboxamide